CS(=O)(=O)CCN1CCC(CC1)C1=CN=CS1 5-(1-(2-(methylsulfonyl)ethyl)piperidin-4-yl)thiazole